1-(3-bromo-4-fluoro-phenyl)-7-oxo-5,6-dihydro-4H-indazole-3-carboxylic acid BrC=1C=C(C=CC1F)N1N=C(C=2CCCC(C12)=O)C(=O)O